8-Bromo-5-iodo-[1,2,4]triazolo[1,5-a]pyridine BrC=1C=2N(C(=CC1)I)N=CN2